C(C)(C)(C)OC(=O)N1C(CNCC1)C=1C=NN2C1C=CC(=C2)C2=CC(=CC=C2)F (6-(3-fluorophenyl)pyrazolo[1,5-a]pyridin-3-yl)piperazine-1-carboxylic acid tert-butyl ester